2-(3-methyl-1-propyl-1H-pyrazol-5-yl)-9H-pyrimido[4,5-b]indole-6-carboxamide CC1=NN(C(=C1)C=1N=CC2=C(NC3=CC=C(C=C23)C(=O)N)N1)CCC